3-(6-fluoro-5-(4-((1-(4-(3-(4-fluoro-3-methylphenyl)-7-hydroxychroman-4-yl)phenyl)piperidin-4-yl)methyl)piperazin-1-yl)-1-oxoisoindolin-2-yl)piperidine-2,6-dione FC1=C(C=C2CN(C(C2=C1)=O)C1C(NC(CC1)=O)=O)N1CCN(CC1)CC1CCN(CC1)C1=CC=C(C=C1)C1C(COC2=CC(=CC=C12)O)C1=CC(=C(C=C1)F)C